COC(=O)C1=CN(C=C1)CC(C)(C)OC 1-(2-methoxy-2-methylpropyl)-1H-pyrrole-3-carboxylic acid methyl ester